BrC1CN(CCCC1=O)C(=O)OCC1=CC=CC=C1 benzyl 3-bromo-4-oxoazepane-1-carboxylate